CS(=O)(=O)N1CCC(CC1)C1=CC=C(C=C1)C#CC=1C(=NC=CN1)C(=O)N 3-((4-(1-(methylsulfonyl)piperidine-4-yl)phenyl)ethynyl)pyrazine-2-formamide